C(CCCCCCCCC)OC(CCCCCC(=O)O)=O 7-decoxy-7-oxo-heptanoic acid